FC=1C=C(C=C(C1F)F)C1=CN=C2C(=N1)NN=C2 6-(3,4,5-trifluorophenyl)pyrazolo[3,4-b]pyrazin